methyl 3-(2-{[(1S,3S)-3-aminocyclopentyl]amino}-5-(trifluoromethyl)pyrimidin-4-yl)-7-[methyl(oxo)-λ5-phosphoranyl]-1H-indole-6-carboxylate N[C@@H]1C[C@H](CC1)NC1=NC=C(C(=N1)C1=CNC2=C(C(=CC=C12)C(=O)OC)P(=O)C)C(F)(F)F